(E)-methyl 5-(3-(2-(benzyloxy)ethyl)-2,2-dimethylcyclopropyl)pent-2-enoate C(C1=CC=CC=C1)OCCC1C(C1CC/C=C/C(=O)OC)(C)C